[N+](=O)([O-])C1=NN(C=C1C=1C=CC2=C(NCCNC2=O)C1)C=1C=C(C=CC1)NC(C=C)=O N-(3-(3-nitro-4-(5-oxo-2,3,4,5-tetrahydro-1H-benzo[e][1,4]diazepin-8-yl)-1H-pyrazol-1-yl)phenyl)acrylamide